N=1NC=C2C1C=1C=CC=CC1OC2 2,4-dihydrochromeno[4,3-c]pyrazole